methyl 3-(((R)-tert-butylsulfinyl) amino)-3-ethyl-6-heptenoate C(C)(C)(C)[S@@](=O)NC(CC(=O)OC)(CCC=C)CC